FC(OC[C@@H](C1=CC(=CC=C1)OC(F)(F)F)NC(OC(C)(C)C)=O)F tert-butyl (R)-(2-(difluoromethoxy)-1-(3-(trifluoromethoxy)phenyl)ethyl)carbamate